[Na].F hydrofluoric acid sodium salt